2,3-dihydro-1H-imidazo[1,2-b]pyrazole-7-carboxamide N1CCN2N=CC(=C21)C(=O)N